(S)-N-((2-(6-(methyl(1-(methylcarbamoyl)pyrrolidin-3-yl)amino)pyridin-2-yl)-1,6-naphthyridin-7-yl)methyl)-5-(methylsulfonyl)nicotinamide CN(C1=CC=CC(=N1)C1=NC2=CC(=NC=C2C=C1)CNC(C1=CN=CC(=C1)S(=O)(=O)C)=O)[C@@H]1CN(CC1)C(NC)=O